FC1=C(C=CC=C1)C=1C=CC2=C(NC(N=C2N2[C@H](CN(CC2)C(C=C)=O)C)=O)N1 7-(2-fluorophenyl)-4-((2S)-2-methyl-4-(2-propenoyl)-1-piperazinyl)pyrido[2,3-d]pyrimidin-2(1H)-one